19-hydroxyandrost-5-ene-3,17-dione OC[C@]12CCC(CC1=CC[C@H]1[C@@H]3CCC([C@@]3(C)CC[C@H]21)=O)=O